C(C)(C)(C)OC(=O)N1CCC(CC1)OC1=CC2=C(N=CN=C2NC2=C(C(=C(C=C2)Cl)Cl)F)C=N1 4-((4-((3,4-dichloro-2-fluorophenyl)amino)pyrido[3,4-d]pyrimidin-6-yl)oxy)piperidine-1-carboxylic acid tert-butyl ester